4-(4-((4-tert-butylpiperazin-1-yl)methyl)-3-fluorobenzylamino)-2-(2,6-dioxopiperidin-3-yl)isoindoline-1,3-dione C(C)(C)(C)N1CCN(CC1)CC1=C(C=C(CNC2=C3C(N(C(C3=CC=C2)=O)C2C(NC(CC2)=O)=O)=O)C=C1)F